6-Benzyl-1-[2-((R)-3-methyl-piperazin-1-yl)-acetyl]-1,2,3,6-tetrahydro-pyrrolo[2,3-c]pyridin-5-one hydrochloride salt Cl.C(C1=CC=CC=C1)N1C=C2C(=CC1=O)CCN2C(CN2C[C@H](NCC2)C)=O